(2E,4E)-2,4-dimethyl-5-(p-tolyl)penta-2,4-dienal C/C(/C=O)=C\C(=C\C1=CC=C(C=C1)C)\C